C(C)(C)(C)C=1C=CC(=C(C1)C1=CC=CC=C1)NC(C1=CC(=CC=C1)OC)=N N-(5-(tert-butyl)-[1,1'-biphenyl]-2-yl)-3-methoxybenzamidine